(1R,4s)-4-(3-(((R)-2-(5-Fluoropyridin-3-yl)-2-hydroxyethyl)amino)propyl)-cyclohexan-1-ol FC=1C=C(C=NC1)[C@H](CNCCCC1CCC(CC1)O)O